ClC1=CC=C(C=C1)C1=CC2=CC=CC=C2C=C1 2-(4-chlorophenyl)naphthalene